2-methyl-1,4-phenylenedi(4-(((4-(acryloyloxy) butoxy) carbonyl) oxy) benzoate) CC1=C(C=CC(=C1)C1=C(C(=O)[O-])C=CC(=C1)OC(=O)OCCCCOC(C=C)=O)C1=C(C(=O)[O-])C=CC(=C1)OC(=O)OCCCCOC(C=C)=O